FC=1C=NC(=NC1)NC1=NC=C(C=C1)N1CCN(CC1)C 5-fluoro-N-[5-(4-methylpiperazin-1-yl)pyridin-2-yl]pyrimidin-2-amine